4-((5-(Cyclopropylmethyl)-3-(4-fluorophenyl)-1H-pyrazol-4-yl)methyl)-2-fluorobenzenesulfonamide C1(CC1)CC1=C(C(=NN1)C1=CC=C(C=C1)F)CC1=CC(=C(C=C1)S(=O)(=O)N)F